Cl.C(C(C)C)OC=1C=C(C=CC1OC)[C@@H]1C[C@@H](NC1)C[O-] ((2R,4S)-4-(3-isobutoxy-4-methoxyphenyl)pyrrolidin-2-yl)methoxide hydrochloride